N-((1-aminocyclobutyl)methyl)-4-(6-(5-fluoropyridin-3-yl)pyrazin-2-yl)benzamide, dihydrochloride Cl.Cl.NC1(CCC1)CNC(C1=CC=C(C=C1)C1=NC(=CN=C1)C=1C=NC=C(C1)F)=O